ClC=1C=C(C=CC1F)NC1=NC=NC2=CC(=C(C=C12)OCCCN1CCC(CC1)CN1CCC(CC1)C=1C=C2C(N(C(C2=CC1F)=O)C1C(NC(CC1)=O)=O)=O)OC 5-(1-((1-(3-((4-((3-chloro-4-fluorophenyl)amino)-7-methoxyquinazolin-6-yl)oxy)propyl)piperidin-4-yl)methyl)piperidin-4-yl)-2-(2,6-dioxopiperidin-3-yl)-6-fluoroisoindoline-1,3-dione